methyl 3-(furan-2-yl)-1,2,4-oxadiazole-5-carboxylate O1C(=CC=C1)C1=NOC(=N1)C(=O)OC